NC=1C=C(C=CC1)C(CC(=O)NC1=CC(=CC=C1)C(F)(F)F)C1=CC=CC=C1 3-(3-aminophenyl)-3-phenyl-N-(3-(trifluoromethyl)phenyl)propanamide